C(C)(C)(C)C=1C=C(C=C(C1)C(C)(C)C)N1C2=CC=CC=C2C2=CC=C3C(=C12)C1=CC=CC=C1N3 12-(3,5-di-tert-butylphenyl)-5,12-dihydroindolo[3,2-a]carbazole